(1s,3s)-3-(2-(trifluoromethyl)-1H-imidazo[4,5-b]pyridin-1-yl)cyclobutyl ((7-chloro-2-(2,6-dioxopiperidin-3-yl)-4-fluoro-3-oxoisoindolin-5-yl)methyl)carbamate ClC=1C=C(C(=C2C(N(CC12)[C@@H]1C(NC(CC1)=O)=O)=O)F)CNC(OC1CC(C1)N1C(=NC2=NC=CC=C21)C(F)(F)F)=O